ethyl (E)-3-(5-(3,5-bis(trifluoromethyl)benzamido)-5,6,7,8-tetrahydronaphthalen-2-yl)acrylate FC(C=1C=C(C(=O)NC2C=3C=CC(=CC3CCC2)/C=C/C(=O)OCC)C=C(C1)C(F)(F)F)(F)F